COC1=CC=C(C=C1)N1C(SCC1C1=CC=CC=C1)C(=O)OCC ethyl 3-(4-methoxyphenyl)-4-phenylthiazolidine-2-carboxylate